COC1=CC=2N(C=C1C1(CC1)C(F)(F)F)C=CN2 7-methoxy-6-[1-(trifluoromethyl)cyclopropyl]imidazo[1,2-a]pyridine